1-((2-(Benzyloxy)pyridin-4-yl)methyl)-3-(3-fluorophenyl)urea C(C1=CC=CC=C1)OC1=NC=CC(=C1)CNC(=O)NC1=CC(=CC=C1)F